N1CC(C1)C=1C=C(C=NC1)C=1C=NC=2C=CN3C(C2C1)=NC(=C3C)C3=C(C=CC=C3Cl)Cl 9-(5-(azetidin-3-yl)pyridin-3-yl)-2-(2,6-dichlorophenyl)-3-methylimidazo[2,1-f][1,6]naphthyridine